2-methyl-5-[(pyridin-3-yl)methoxy]-2H-indazole-3-carboxamide CN1N=C2C=CC(=CC2=C1C(=O)N)OCC=1C=NC=CC1